2-methoxy-6-(4-(4,4,5,5-tetramethyl-1,3,2-dioxaborolan-2-yl)-5,6-dihydro-2H-pyran-2-yl)pyridine COC1=NC(=CC=C1)C1OCCC(=C1)B1OC(C(O1)(C)C)(C)C